3-[2,4-bis[(3R)-3-methylmorpholin-4-yl]pyrido[2,3-d]pyrimidin-7-yl]-N-[2-[2-[2-[2-[2-[2-[2-(methylamino)ethoxy]ethoxy]ethoxy]ethoxy]ethoxy]ethoxy]ethyl]benzamide C[C@H]1N(CCOC1)C=1N=C(C2=C(N1)N=C(C=C2)C=2C=C(C(=O)NCCOCCOCCOCCOCCOCCOCCNC)C=CC2)N2[C@@H](COCC2)C